trans-N1-(Cyclopropylmethyl)-N1-(5-fluoropyridin-2-yl)-N4-methylcyclohexane-1,4-diamine C1(CC1)CN([C@@H]1CC[C@H](CC1)NC)C1=NC=C(C=C1)F